4-hexyldecyl 8-[2-[2-(2-aminoethoxy)ethoxy]ethyl-[8-(4-hexyldecoxy)-8-oxo-octyl]amino]octanoate NCCOCCOCCN(CCCCCCCC(=O)OCCCC(CCCCCC)CCCCCC)CCCCCCCC(=O)OCCCC(CCCCCC)CCCCCC